O.BrC(C=O)(Br)Br tribromoacetaldehyde hydrate